2-((S)-4-((1S,8'R)-4-chloro-2'-(((S)-1-cyclobutylpyrrolidin-2-yl)methoxy)-8'-fluoro-2,3,5',8'-tetrahydro-6'H-spiro[inden-1,7'-quinazolin]-4'-yl)piperazin-2-yl)acetonitrile ClC1=C2CC[C@@]3(CCC=4C(=NC(=NC4[C@@H]3F)OC[C@H]3N(CCC3)C3CCC3)N3C[C@@H](NCC3)CC#N)C2=CC=C1